1-(4-(4-(aminomethyl)-1-oxo-1,2-dihydrophthalazin-6-yl)-1-methyl-1H-pyrazol-5-yl)pyrrolidine-2-carbonitrile NCC1=NNC(C2=CC=C(C=C12)C=1C=NN(C1N1C(CCC1)C#N)C)=O